Nα-methyl-Nω-(4-methoxy-2,3,6-trimethylbenzenesulfonyl)-L-arginine CN[C@@H](CCCNC(NS(=O)(=O)C1=C(C(=C(C=C1C)OC)C)C)=N)C(=O)O